N1=CC=CC2=CC=CC(=C12)C(=O)N 8-quinolinamide